3,3-dichloro-1-(4-nitrophenyl)piperidine ClC1(CN(CCC1)C1=CC=C(C=C1)[N+](=O)[O-])Cl